C(C=C)(=O)N1C[C@@H](O[C@H](C1)C(F)F)C1=CC(=NC(=C1)Cl)C1=CC(=NC=N1)C(=O)NC 6-(4-((2s,6R)-4-acryloyl-6-(difluoromethyl)morpholin-2-yl)-6-chloropyridin-2-yl)-N-methylpyrimidine-4-carboxamide